2-(4-methoxyphenyl)ethane-1-amine COC1=CC=C(C=C1)CCN